Ethyl-Guanidinium C(C)NC(=[NH2+])N